N-4-vinylbenzyltriallylammonium C(=C)C1=CC=C(C[N+](CC=C)(CC=C)CC=C)C=C1